(2-hydroxyethyl)-4-(7H-purin-6-yl)-3,4-dihydro-2H-1,4-thiazine-6-carboxamide OCCC1SC(=CN(C1)C1=C2NC=NC2=NC=N1)C(=O)N